methyl 7-chloro-2,4-dimethyl-2-(4-oxocyclohexyl)-2H-1,3-benzodioxole-5-carboxylate ClC1=CC(=C(C2=C1OC(O2)(C2CCC(CC2)=O)C)C)C(=O)OC